CS(=O)(=O)C1=NC=CC(=C1)NC(=O)C=1C=NC=C(C1)C(F)(F)F N-(2-methylsulfonyl-4-pyridyl)-5-(trifluoro-methyl)pyridine-3-carboxamide